FC1=C(C(=CC=C1)F)C=1NC2=C(C3=C(N1)C(=NN3)C([2H])([2H])[2H])C=C(C=C2)N2C[C@@H](OCC2)C (2S)-4-[5-(2,6-difluorophenyl)-3-(trideuteriomethyl)-1,6-dihydropyrazolo[4,3-d][1,3]benzodiazepin-9-yl]-2-methyl-morpholine